5-(2-Chlorophenyl)-3-(4-(4-methylpiperazin-1-yl)phenyl)-1H-pyrazolo[4,3-c]pyridazin-6(5H)-on ClC1=C(C=CC=C1)N1N=C2C(=CC1=O)NN=C2C2=CC=C(C=C2)N2CCN(CC2)C